1H-pyrazolo[4,3-d]Pyrimidine-7-amine N1N=CC=2N=CN=C(C21)N